4-(difluoromethoxy)-2-((4-fluoro-2-methylphenyl)amino)-N-(6-methoxy-2-methylpyridin-3-yl)benzamide FC(OC1=CC(=C(C(=O)NC=2C(=NC(=CC2)OC)C)C=C1)NC1=C(C=C(C=C1)F)C)F